5-iodo-N2-methyl-7-tosyl-7H-pyrrolo[2,3-d]pyrimidine-2,4-diamine IC1=CN(C=2N=C(N=C(C21)N)NC)S(=O)(=O)C2=CC=C(C)C=C2